tert-butyl (2S)-2-[(3S)-1-benzyl-3-methyl-2,5-dioxo-pyrrolidin-3-yl]pyrrolidine-1-carboxylate C(C1=CC=CC=C1)N1C([C@](CC1=O)(C)[C@H]1N(CCC1)C(=O)OC(C)(C)C)=O